(E)-1-(3-aminophenyl)-3-(2,5-dimethoxyphenyl)prop-2-en NC=1C=C(C=CC1)C\C=C\C1=C(C=CC(=C1)OC)OC